C(C)(C)O[Si](CCCCCC)(OC(C)C)OC(C)C tri-isopropoxy(hexyl)silane